BrC1=C(C=CC(=C1)I)NC(C1=CC=C(C=C1)C=1N=NN(N1)CCCC1CC1)=O N-(2-bromo-4-iodophenyl)-4-[2-(3-cyclopropylpropyl)-2H-1,2,3,4-tetrazol-5-yl]benzamide